1,4-dimethylpyridine CN1CC=C(C=C1)C